FC1=CC(=CC=2OC[C@@H](C(NC21)=O)NC(=O)C2=NN1C(C=CC=C1C(F)(F)F)=N2)F (S)-N-(6,8-difluoro-4-oxo-2,3,4,5-tetrahydrobenzo[b][1,4]oxazepin-3-yl)-5-(trifluoromethyl)-[1,2,4]triazolo[1,5-a]pyridine-2-carboxamide